C(CCC)OC(=O)C=1C2CCC(C1C(=O)OCCCC)CC2 bicyclo[2.2.2]oct-2-ene-2,3-dicarboxylic acid dibutyl ester